germaniumselon [GeH3+]=[Se]